CN(C[C@@H](CC(=O)O)C1=CC=CC=C1)[C@H]1CN(CCC1)CCCC1=NC=2NCCCC2C=C1 (S)-4-(methyl((R)-1-(3-(5,6,7,8-tetrahydro-1,8-naphthyridin-2-yl)propyl)piperidin-3-yl)amino)-3-phenylbutanoic acid